(1R,3R)-3-((S)-6-(Methoxycarbonyl)-7-methyl-2-(2-((S)-tetrahydrofuran-2-yl)ethyl)-6,7,8,9-tetrahydro-3H-imidazo[4,5-f]chinolin-3-yl)cyclohexan COC(=O)N1[C@H](CCC2=C3C(=CC=C12)N(C(=N3)CC[C@@H]3OCCC3)C3CCCCC3)C